C1(CCC1)C[C@@H](NC(CC1CC(C1)(F)F)=O)C1=CC=2N(N=C1)C=C(N2)[C@@H](NC(=O)C2=CC=NN2C(C)C)C2CCC(CC2)(F)F |o1:5| N-((S)-(7-((R*)-2-Cyclobutyl-1-(2-(3,3-difluorocyclobutyl)acetamido)ethyl)imidazo[1,2-b]pyridazin-2-yl)(4,4-difluorocyclohexyl)methyl)-1-isopropyl-1H-pyrazole-5-carboxamide